C(CC#C)C1(N=N1)CCC(=O)N1CC(CC1)OC1=NC=C(C=C1Cl)C(F)(F)F 3-(3-(but-3-yn-1-yl)-3H-diazirin-3-yl)-1-(3-((3-chloro-5-(trifluoromethyl)pyridin-2-yl)oxy)pyrrolidin-1-yl)propan-1-one